The molecule is a member of the class of morpholines that is 2,6-dimethylmorpholine in which the hydrogen attached to the nitrogen is replaced by a tridecyl group. The configuration at positions 2 and 6 is unknown or unspecified. It has a role as an antifungal agrochemical. It is a member of morpholines and a tertiary amino compound. CCCCCCCCCCCCCN1CC(OC(C1)C)C